(1s,4s)-1,4-bis((trimethylsilyl)oxy)bicyclo[2.2.2]Octane-2-ene C[Si](OC12C=CC(CC1)(CC2)O[Si](C)(C)C)(C)C